C(C)(=O)N(N(C(=O)C1=CC=2C3=C(C(=NC2C=C1)N)C=NN3C)CC3=CC=CC=1C=COC13)C N'-acetyl-4-amino-N-(benzofuran-7-ylmethyl)-N',1-dimethyl-1H-pyrazolo[4,3-c]quinoline-8-carbohydrazide